C(#N)C1(CC1)CN1N=CC(=C1)C1=CC=CC(=N1)C(=O)NC1=NC=NC(=C1)N1C[C@@H](N(CC1)C1COC1)C (S)-6-(1-((1-cyanocyclopropyl)methyl)-1H-pyrazol-4-yl)-N-(6-(3-methyl-4-(oxetan-3-yl)piperazin-1-yl)pyrimidin-4-yl)picolinamide